C/C(/C(=O)OCC)=C\C=1C=NC(=CC1)C(F)(F)F ethyl (E)-2-methyl-3-[6-(trifluoromethyl)-3-pyridyl]prop-2-enoate